C1(=CC=CC=C1)S(=O)(=O)N1C2=NC=C3N(C(N(C3=C2C(=C1C=1C(=NN(C1)C)F)Br)[C@H]1C[C@@H](CC1)O)=O)C 10-(benzenesulfonyl)-12-bromo-11-(3-fluoro-1-methyl-pyrazol-4-yl)-3-[(1R,3R)-3-hydroxycyclopentyl]-5-methyl-3,5,8,10-tetrazatricyclo[7.3.0.02,6]dodeca-1,6,8,11-tetraen-4-one